C[C@H]1N(CCN(C1)CC1=C(C=C(C=C1)C1=CC=CC=C1)C(F)(F)F)C(=O)N1N=C(C=C1)C(=O)O (R)-1-(2-methyl-4-((3-(trifluoromethyl)-[1,1'-biphenyl]-4-yl)methyl)piperazine-1-carbonyl)-1H-pyrazole-3-carboxylic acid